(E)-3-(3,4-Dihydro-2H-1,5-benzodioxepin-7-yl)-1-(2-hydroxy-4-methoxyphenyl)prop-2-en-1-one O1CCCOC2=C1C=CC(=C2)/C=C/C(=O)C2=C(C=C(C=C2)OC)O